CN(CCCCC(=O)OCC)CCCCC(=O)OCC diethyl 5,5'-(methylazanediyl)dipentanoate